C(CCCCCCC)OC([O-])=O.C[N+](C)(C)C tetramethylammonium octyl-carbonate